N-{3-[2-(2-{3-[2-(4,7,10-Tri-tert-Butoxycarbonylmethyl-1,4,7,10-tetraaza-cyclododec-1-yl)-acetylamino]-propoxy}-ethoxy)-ethoxy]-propyl}-succinamic acid C(C)(C)(C)OC(=O)CN1CCN(CCN(CCN(CC1)CC(=O)OC(C)(C)C)CC(=O)OC(C)(C)C)CC(=O)NCCCOCCOCCOCCCNC(CCC(=O)O)=O